O=[Os](=O)(=O)=O The molecule is an osmium coordination entity consisting of four oxygen atoms bound to a central osmium atom via covalent double bonds. It has a role as an oxidising agent, a poison, a fixative and a histological dye.